methyl 2-(1-chloroethyl)-4-methoxy-1-methyl-1H-benzo[d]imidazole-6-carboxylate ClC(C)C1=NC2=C(N1C)C=C(C=C2OC)C(=O)OC